C1(C=2C(C(=O)OCC(OC)N=NC(CO1)OC)=CC=CC2)=O azobis(2-methoxyethyl) phthalate